3-(3-fluoro-1-(4-(5,6,7,8-tetrahydro-1,8-naphthyridin-2-yl)butanoyl)azetidin-3-yl)-3-(6-methoxypyridin-3-yl)propanoic acid ethyl ester C(C)OC(CC(C=1C=NC(=CC1)OC)C1(CN(C1)C(CCCC1=NC=2NCCCC2C=C1)=O)F)=O